6-Cyclopropyl-8-(2,6-dimethoxy-4-propylphenyl)-7-methylimidazo[1,2-a]pyridine C1(CC1)C=1C(=C(C=2N(C1)C=CN2)C2=C(C=C(C=C2OC)CCC)OC)C